N-(5-((3-(pyridin-2-ylmethyl)piperidin-1-yl)methyl)thiazol-2-yl)acetamide N1=C(C=CC=C1)CC1CN(CCC1)CC1=CN=C(S1)NC(C)=O